N[C@H](C(=O)O)CNC(NC1=C(C(=CC(=C1)S(=O)(=O)O)Cl)C)=O (2S)-2-amino-3-{[(3-chloro-2-methyl-5-sulfophenyl)carbamoyl]amino}propanoic acid